2-(1-(1,4-diazepan-1-yl)butyl)-3-ethyl-5,6-difluoroquinazolin-4(3H)-one N1(CCNCCC1)C(CCC)C1=NC2=CC=C(C(=C2C(N1CC)=O)F)F